ClC=1C(=NC(=NC1)N[C@@H]1C[C@H]2CO[C@@H]([C@H]1O)O2)C2=C1OC[C@@H](N3C(=NC(C(=C2)F)=C31)C(C)(C)O)C (1S,3R,4S,5R)-3-((5-chloro-4-((S)-8-fluoro-2-(2-hydroxypropan-2-yl)-3-methyl-3,4-dihydro-5-oxa-1,2a-diazaacenaphthylen-6-yl)pyrimidin-2-yl)amino)-6,8-dioxabicyclo[3.2.1]octan-4-ol